3-nitro-hexadecanedioic acid dimethyl ester COC(CC(CCCCCCCCCCCCC(=O)OC)[N+](=O)[O-])=O